FC(OC1=CC=C(C=C1)N1N=C2N(C1=O)[C@@H](CC2)C2=CC=CC=C2)F (5S)-2-[4-(difluoromethoxy)phenyl]-5-phenyl-2,5,6,7-tetrahydro-3H-pyrrolo[2,1-c][1,2,4]triazol-3-one